CC1=NC(=C(C=N1)C)N1CC=2C=C(C=NC2CC1)C(F)(F)F 2,5-dimethyl-6-(3-(trifluoromethyl)-7,8-dihydro-1,6-naphthyridin-6(5H)-yl)pyrimidin